4-((2-cyano-4-methylphenyl)thio)-6-(5-methyl-1-(1-methylpiperidin-4-yl)-1H-pyrazol-4-yl)pyrazolo[1,5-a]pyridine-3-carbonitrile C(#N)C1=C(C=CC(=C1)C)SC=1C=2N(C=C(C1)C=1C=NN(C1C)C1CCN(CC1)C)N=CC2C#N